CC1C(NCC1)C(=O)O 3-METHYLPYRROLIDINE-2-CARBOXYLIC ACID